dihydro-furan-3(2H)-one O1CC(CC1)=O